4-[(2,5-dioxopyrrol-1-yl)methyl]cyclohexane-1-carboxamide O=C1N(C(C=C1)=O)CC1CCC(CC1)C(=O)N